N1=C(C=CC=C1)S(=O)(=N)C1=CC=C(C=N1)C(=O)O 6-(2-pyridylsulfonimidoyl)pyridine-3-carboxylic Acid